N1=CN=C(C=C1)C1=C(C(=O)N2CCC(CC2)(C#N)CC=2C=NC(=NC2)C(F)(F)F)C=CC=N1 1-(2-(pyrimidin-4-yl)nicotinoyl)-4-((2-(trifluoromethyl)pyrimidin-5-yl)methyl)piperidine-4-carbonitrile